CNC(C1=CC=C(C=C1)NC1C2=C(C=3N(CC1)N=NC3C)C=CC(=C2)C=2C=NN(C2)C)=O N-methyl-4-((1-methyl-9-(1-methyl-1H-pyrazol-4-yl)-6,7-dihydro-5H-benzo[c][1,2,3]triazolo[1,5-a]azepin-7-yl)amino)benzamide